(R or S)-N-(5-(1-amino-2,2,2-trifluoroethyl)-2-methoxyphenyl)-3-(3-fluoro-4-methylphenyl)-3-(1,2,4-thiadiazol-5-yl)pyrrolidine-1-carboxamide NC(C(F)(F)F)C=1C=CC(=C(C1)NC(=O)N1C[C@](CC1)(C1=NC=NS1)C1=CC(=C(C=C1)C)F)OC |o1:17|